BrC=1C=C2C(C(COC2=CC1)(CO)CO)=O 6-bromo-3,3-dimethylol-4-chromanone